8-(4,4-difluorocyclohexyl)-2-(difluoromethyl)-3-methyl-6-[(2R,4S)-2-(1-methylpyrazol-4-yl)tetrahydropyran-4-yl]pyrimido[5,4-d]pyrimidin-4-one FC1(CCC(CC1)C1=NC(=NC2=C1N=C(N(C2=O)C)C(F)F)[C@@H]2C[C@@H](OCC2)C=2C=NN(C2)C)F